7β,12α-dihydroxy-3-keto-5β-cholan O[C@@H]1[C@H]2[C@@H]3CC[C@H]([C@@H](CCC)C)[C@]3([C@H](C[C@@H]2[C@]2(CCC(C[C@H]2C1)=O)C)O)C